tert-butyl (R)-2-(6-cyano-3-(3-fluoro-4-methoxyphenyl)-4-oxo-8-(4,4,5,5-tetramethyl-1,3,2-dioxaborolan-2-yl)-3,4-dihydroquinazolin-2-yl)pyrrolidine-1-carboxylate C(#N)C=1C=C2C(N(C(=NC2=C(C1)B1OC(C(O1)(C)C)(C)C)[C@@H]1N(CCC1)C(=O)OC(C)(C)C)C1=CC(=C(C=C1)OC)F)=O